5-isothiocyanato-3-(trifluoromethyl)picolinonitrile N(=C=S)C=1C=C(C(=NC1)C#N)C(F)(F)F